(RS)-N-(4-Pyrrolidin-3-yl-phenyl)-2-(3-trifluoromethoxy-phenyl)-propionamid N1CC(CC1)C1=CC=C(C=C1)NC([C@H](C)C1=CC(=CC=C1)OC(F)(F)F)=O |r|